FC=1C=C(C=CC1)CO (m-fluorophenyl)methanol